6,6'-dicarboxy-1,1-bidecalin C(=O)(O)C1CC2CCCC(C2CC1)C1CCCC2CC(CCC12)C(=O)O